(R)-N-((R)-1-(2-(1-(2,2-difluoroethyl)-3-methylazetidin-3-yl)-3,6-dimethyl-4-oxo-3,4-dihydroquinazolin-8-yl)ethyl)-2-methylpropane-2-sulfinamide FC(CN1CC(C1)(C)C1=NC2=C(C=C(C=C2C(N1C)=O)C)[C@@H](C)N[S@](=O)C(C)(C)C)F